FC(N1C=NC2=C1C=C(C=C2)I)F 1-(difluoromethyl)-6-iodo-1,3-benzodiazole